OC1=C(C=CC=C1)C=1C=C2C(=NN1)N(C[C@@H]1N2C[C@@H](N(C1)C(=O)OC(C)(C)C)C)C(=O)OC(C)(C)C di-tert-butyl (6aR,9S)-2-(2-hydroxyphenyl)-9-methyl-6a,7,9,10-tetrahydro-5H-pyrazino[1',2':4,5]pyrazino[2,3-c]pyridazine-5,8(6H)-dicarboxylate